CC1C(NC(C1)=O)C1=CC=C(CC=2C(NC3=CC=CC=C3C2)=O)C=C1 3-(4-(3-methyl-5-oxopyrrolidin-2-yl)benzyl)quinolin-2(1H)-one